CNC(C1=NC(=C(C=C1)N1CCN(CC1)CC1=CC(=NC=C1)NS(NCC(F)(F)F)(=O)=O)C(F)(F)F)=O N-methyl-5-(4-((2-((N-(2,2,2-trifluoroethyl)sulfamoyl)amino)pyridin-4-yl)methyl)piperazin-1-yl)-6-(trifluoromethyl)picolinamide